C1(CC1)C1=C(C(=NC=C1)N1CC(CC1)(F)F)NC(=O)C=1C=NC(=NC1)C(C)C N-[4-cyclopropyl-2-(3,3-difluoropyrrolidin-1-yl)-3-pyridyl]-2-isopropyl-pyrimidine-5-carboxamide